N-[2-(4-aminobutylamino)-2-oxo-ethyl]-4-[[(3R,4R)-1-(2-cyanoacetyl)-4-methyl-3-piperidinyl]-methyl-amino]pyrrolo[2,3-d]pyrimidine-7-carboxamide hydrochloride Cl.NCCCCNC(CNC(=O)N1C=CC2=C1N=CN=C2N(C)[C@H]2CN(CC[C@H]2C)C(CC#N)=O)=O